BrC1=CC(=C2CN(C(C2=C1)=O)C1=CC(=CC=C1)C(C(C1=NN=CN1C)(F)F)(C)F)C(F)(F)F 6-Bromo-2-(3-(1,1,2-trifluoro-1-(4-methyl-4H-1,2,4-triazol-3-yl)propan-2-yl)phenyl)-4-(trifluoromethyl)isoindolin-1-one